3-(4-chlorophenyl)-5-(2-(3,5-dimethyl-1H-pyrazol-4-yl)ethyl)-2-(methoxymethyl)-1H-pyrazolo[1,5-a]pyrimidin-7-one ClC1=CC=C(C=C1)C1=C(NN2C1=NC(=CC2=O)CCC=2C(=NNC2C)C)COC